FC1=C(C=CC=C1)CC(=O)NC1=CC(=C(C=C1)OCC1CCOCC1)S(N)(=O)=O 2-(2-fluorophenyl)-N-[3-Sulfamoyl-4-(tetrahydro-2H-pyran-4-ylmethoxy)phenyl]acetamide